undecylethylether C(CCCCCCCCCC)OCC